1-[(2R)-2-[[4-(2-Chloro-4-fluoro-phenyl)-7-quinolyl]oxy]propanoyl]piperidin ClC1=C(C=CC(=C1)F)C1=CC=NC2=CC(=CC=C12)O[C@@H](C(=O)N1CCCCC1)C